Cycloundecane-11-one C1CCCCCCCCCC1=O